1-((benzyloxy)carbonyl)-4-oxopiperidine-2-carboxylic acid C(C1=CC=CC=C1)OC(=O)N1C(CC(CC1)=O)C(=O)O